O=C1NC(CCC1N1C(C2=C(C=C(C=C2C1)N1CCN(CC1)C(=O)OC(C)(C)C)OC)=O)=O tert-butyl 4-[2-(2,6-dioxopiperidin-3-yl)-7-methoxy-1-oxo-2,3-dihydro-1H-isoindol-5-yl]piperazine-1-carboxylate